(2R,6S)-2-(1-cyclopropyl-1H-pyrazol-4-yl)-4-(4-(2,4-difluorophenyl)-6,7-dimethylpteridin-2-yl)-6-methylmorpholine C1(CC1)N1N=CC(=C1)[C@@H]1CN(C[C@@H](O1)C)C1=NC2=NC(=C(N=C2C(=N1)C1=C(C=C(C=C1)F)F)C)C